N-(6-bromo-2,3,4,9-tetrahydro-1H-carbazol-1-yl)-2-(4-methylpiperazin-1-yl)acetamide BrC=1C=C2C=3CCCC(C3NC2=CC1)NC(CN1CCN(CC1)C)=O